ClC=1C=C(C(=O)Cl)C(=C(C1Cl)Cl)Cl 3,4,5,6-tetrachlorobenzoyl chloride